ClC=1C=CC(=C(C1)C=1N=CN(C(C1)=O)[C@H]1CCC[C@H](C(NC=2C=NN(C2C=2C=CN=C1C2)C)=O)C)C2=NC=CC=C2 (9R,13S)-13-{4-[5-chloro-2-(pyridin-2-yl)phenyl]-6-oxo-1,6-dihydropyrimidin-1-yl}-3,9-dimethyl-3,4,7,15-tetraazatricyclo[12.3.1.02,6]Octadecan-1(18),2(6),4,14,16-pentaen-8-one